(R)-1-((4-hydroxy-1-(3-phenylbutanoyl)piperidin-4-yl)methyl)-6-oxo-4-phenyl-1,6-dihydropyridine-3-carboxylic acid OC1(CCN(CC1)C(C[C@@H](C)C1=CC=CC=C1)=O)CN1C=C(C(=CC1=O)C1=CC=CC=C1)C(=O)O